(R)-6-(3-(3,5-difluorophenyl)isoxazolidin-2-yl)-N-(2-methoxy-5-(1-methyl-1H-pyrazole-4-yl)-4-morpholinophenyl)pyrimidin-4-amine FC=1C=C(C=C(C1)F)[C@@H]1N(OCC1)C1=CC(=NC=N1)NC1=C(C=C(C(=C1)C=1C=NN(C1)C)N1CCOCC1)OC